Octadecyldimethyl-Ammonium chloride [Cl-].C(CCCCCCCCCCCCCCCCC)[NH+](C)C